N-(2-fluoro-phenyl)-N-[4-bromo-2-(1H-tetrazol-5-yl)-phenyl]urea FC1=C(C=CC=C1)N(C(=O)N)C1=C(C=C(C=C1)Br)C1=NN=NN1